3-Iodo-4-methoxy-5-methylpyrazolo[1,5-a]pyridine IC=1C=NN2C1C(=C(C=C2)C)OC